N1CCC(CC1)C(=O)[O-] piperidin-4-carboxylate